3-(5-bromo-2-thienyl)oxetan-3-ol lithium ((2-(((1R*,3S*)-3-(2-((4,4-difluorocyclohexyl)amino)ethyl)cyclohexyl)oxy)-4-methylphenyl)sulfonyl)-L-prolinate FC1(CCC(CC1)NCC[C@H]1C[C@@H](CCC1)OC1=C(C=CC(=C1)C)S(=O)(=O)N1[C@@H](CCC1)C(=O)[O-])F.[Li+].BrC1=CC=C(S1)C1(COC1)O |o1:10,12|